Pyrimidol N1=C(N=CC=C1)O